tert-butyl 4-(3-((1-(4-chlorophenyl)-2-(5-fluoro-6-(trifluoromethyl)indolin-1-yl)-2-oxoethyl)amino)-5-methoxyphenoxy)butanoate ClC1=CC=C(C=C1)C(C(=O)N1CCC2=CC(=C(C=C12)C(F)(F)F)F)NC=1C=C(OCCCC(=O)OC(C)(C)C)C=C(C1)OC